4-chloro-5-[4-(3-trifluoromethyl-benzoyl)-piperazin-1-yl]-benzofuran-2-carboxylic acid ClC1=C(C=CC2=C1C=C(O2)C(=O)O)N2CCN(CC2)C(C2=CC(=CC=C2)C(F)(F)F)=O